tert-butyl-9-(1-(1-(7-azaspiro[3.5]nonan-2-yl)piperidine-4-carbonyl)piperidin-4-yl)-4-chloro-7,7-dimethylindolo[1,2-a]quinazolin-5(7H)-one C(C)(C)(C)C1=CC=C(C=2C(N=C3N(C12)C1=CC=C(C=C1C3(C)C)C3CCN(CC3)C(=O)C3CCN(CC3)C3CC1(C3)CCNCC1)=O)Cl